N-(5-((6-((R)-3-(3-chloro-5-fluorophenyl)isoxazolidine-2-yl)pyrimidine-4-yl)amino)-2-(3-(4-cyclopropylpiperazine-1-yl)azetidine-1-yl)-4-methoxyphenyl)acrylamide ClC=1C=C(C=C(C1)F)[C@@H]1N(OCC1)C1=CC(=NC=N1)NC=1C(=CC(=C(C1)NC(C=C)=O)N1CC(C1)N1CCN(CC1)C1CC1)OC